S=NN sulfenylhydrazine